NC=1C2=C(N=CN1)N(C(=C2C2=C1C=NN(C1=CC=C2)C)C#CC2CN(C2)[C@H]2[C@H](CN(CC2)C(C=C)=O)O)C 1-[(3S,4R)-4-(3-{2-[4-amino-7-methyl-5-(1-methyl-1H-indazol-4-yl)-7H-pyrrolo[2,3-d]pyrimidin-6-yl]ethynyl}azetidin-1-yl)-3-hydroxypiperidin-1-yl]prop-2-en-1-one